9-(diphenylamino)-7,7-bis(4-hexylphenyl)-7H-benzo[c]fluoren-5-ol C1(=CC=CC=C1)N(C=1C=CC=2C=3C4=C(C(=CC3C(C2C1)(C1=CC=C(C=C1)CCCCCC)C1=CC=C(C=C1)CCCCCC)O)C=CC=C4)C4=CC=CC=C4